2-pyridylmethyl-[2-[(2R,3S,4S,5S)-3,4,5-trihydroxy-6-(4-methoxyphenoxy)tetrahydropyran-2-yl]ethyl]phosphinic acid N1=C(C=CC=C1)CP(O)(=O)CC[C@H]1OC([C@H]([C@H]([C@@H]1O)O)O)OC1=CC=C(C=C1)OC